OCC(CO)NCC1=CC=C(C=C1)NC1=NC=C(C(=N1)NCC=1C(=NC=CC1)N(S(=O)(=O)C)C)C(F)(F)F N-[3-({[2-{[4-({[2-hydroxy-1-(hydroxymethyl)ethyl]amino}methyl)phenyl]amino}-5-(trifluoromethyl)pyrimidin-4-yl]amino}methyl)pyridin-2-yl]-N-methylmethane-sulfonamide